COC1=CC=C(C=C1)C(=O)N1CC2=C(NC=3C=CC(=CC23)C2=CC=C(C=C2)C)CC1 (4-methoxyphenyl)(8-(p-tolyl)-1,3,4,5-tetrahydro-2H-pyrido[4,3-b]indol-2-yl)methanone